(rac)-benzyl (3aR,4R,7aS)-4-(3-bromo-2-fluorobenzyl)tetrahydro-[1,3,2]dioxathiolo[4,5-c]pyridine-5(4H)-carboxylate 2-oxide BrC=1C(=C(C[C@H]2N(CC[C@H]3[C@@H]2O[S@@](O3)=O)C(=O)OCC3=CC=CC=C3)C=CC1)F |&1:12|